13Cis-stearoyl-CoA C(CCCCCCCCCCCCCCCCC)(=O)SCCNC(CCNC([C@@H](C(COP(OP(OC[C@@H]1[C@H]([C@H]([C@@H](O1)N1C=NC=2C(N)=NC=NC12)O)OP(=O)(O)O)(=O)O)(=O)O)(C)C)O)=O)=O